N1=CC=C(C=C1)CCS(=O)(=O)[O-].[Fe+3].N1=CC=C(C=C1)CCS(=O)(=O)[O-].N1=CC=C(C=C1)CCS(=O)(=O)[O-] ferric 4-pyridineethanesulfonate